5-(2-(2-((2-(4-((6-(benzyloxy)-2-(4-(methylsulfonyl)phenyl)naphthalen-1-yl)oxy)phenoxy)ethyl)(ethyl)amino)ethoxy)ethoxy)-2-(2,6-Dioxopiperidin-3-yl)isoindoline-1,3-dione C(C1=CC=CC=C1)OC=1C=C2C=CC(=C(C2=CC1)OC1=CC=C(OCCN(CCOCCOC=2C=C3C(N(C(C3=CC2)=O)C2C(NC(CC2)=O)=O)=O)CC)C=C1)C1=CC=C(C=C1)S(=O)(=O)C